5-((4-methoxybenzyl)thio)-1-methylpyrazin-2(1H)-one COC1=CC=C(CSC=2N=CC(N(C2)C)=O)C=C1